2-(8-chloro-6-{[(2-hydroxyethyl)amino]methyl}[1,2,4]triazolo{1,5-a}pyridin-2-yl)-6-(2,3-dihydro-1,4-benzodioxin-6-yl)benzonitrile ClC=1C=2N(C=C(C1)CNCCO)N=C(N2)C2=C(C#N)C(=CC=C2)C2=CC1=C(OCCO1)C=C2